C(C1=CC=CC=C1)(C1=CC=CC=C1)C1N(C(OC1)=O)C(C=CC1=C(C=CC=C1)C(F)(F)F)=O 4-benzhydryl-3-(3-(2-trifluoromethylphenyl)acryloyl)oxazolidin-2-one